(2R)-2-(((2S,5R)-2-carbamoyl-3-cyclopropyl-7-oxo-1,6-diazabicyclo[3.2.1]oct-3-en-6-yl)oxy)-2-fluoroacetic acid isopropyl ester C(C)(C)OC([C@@H](F)ON1[C@@H]2C=C([C@H](N(C1=O)C2)C(N)=O)C2CC2)=O